C(C)(C)(C)OC(=O)N1C(C2=CC=CC(=C2CC1)N1C(CN(CC1)C)=O)C(=O)O 5-(4-methyl-2-oxopiperazin-1-yl)-3,4-dihydroisoquinoline-1,2(1H)-dicarboxylic acid-2-tert-butyl ester